N-(3-(1-methyl-1H-1,2,3-triazol-4-yl)phenyl)-3-oxobutanamide CN1N=NC(=C1)C=1C=C(C=CC1)NC(CC(C)=O)=O